N,N-dibutylpropylamine C(CCC)N(CCCC)CCC